FC1=CC=C(S1)C=O 5-fluorothiophene-2-carbaldehyde